tert-butyl N-{[6-(8-carbamoylquinolin-5-yl)-1-[(2,6-difluorophenyl) methyl]-3-(6-methoxypyridin-3-yl)-2,4-dioxothieno[2,3-d]pyrimidin-5-yl] methyl}-N-methylcarbamate C(N)(=O)C=1C=CC(=C2C=CC=NC12)C1=C(C2=C(N(C(N(C2=O)C=2C=NC(=CC2)OC)=O)CC2=C(C=CC=C2F)F)S1)CN(C(OC(C)(C)C)=O)C